C(C1=CC=CC=C1)(=O)OC\C=C\C1=CC=C(C=C1)O p-coumaryl benzoate